N(=[N+]=[N-])C(CN=[N+]=[N-])C1=CC=CC=C1 (1,2-Diazidoethyl)benzene